3-(3,5-Dimethylphenyl)-1,5-dimethylpyrazol-4-ol CC=1C=C(C=C(C1)C)C1=NN(C(=C1O)C)C